tert-Butyl 4-(6-(1-(2-Cyanoethyl)ureido)-2-methoxypyridin-3-yl)piperidine-1-carboxylate C(#N)CCN(C(=O)N)C1=CC=C(C(=N1)OC)C1CCN(CC1)C(=O)OC(C)(C)C